(2S)-N-(1-cyano-2-(3-(3-methyl-2-oxo-2,3-dihydrobenzo[d]oxazol-5-yl)bicyclo[1.1.1]pentan-1-yl)ethyl)-1,4-oxazepane-2-carboxamide C(#N)C(CC12CC(C1)(C2)C=2C=CC1=C(N(C(O1)=O)C)C2)NC(=O)[C@H]2OCCCNC2